N(CCCC)C1=NC=C(C=N1)C=1N=C(SC1)N 4-(2-(azapentan-1-yl)pyrimidin-5-yl)thiazol-2-amine